ClC=1C=C2C(=CC(=NC2=CC1)C(F)(F)F)N[C@@H]1C[C@@H](CCC1)NC(=O)C=1C=NN(C1)CF N-[(1R,3S)-3-{[6-chloro-2-(trifluoromethyl)quinolin-4-yl]amino}cyclohexyl]-1-(fluoromethyl)-1H-pyrazole-4-carboxamide